diphenyl-β-cyanoethylphosphine oxide C1(=CC=CC=C1)P(CCC#N)(C1=CC=CC=C1)=O